BrC1=NC=C(C=N1)NC(=O)[C@H](C(C1CC1)C1CC1)NC(OC(C)(C)C)=O tert-butyl N-[(1S)-1-[(2-bromopyrimidin-5-yl)carbamoyl]-2,2-dicyclopropyl-ethyl]carbamate